(1s,2r)-2-(cyanoamino)-N-(5-cyclohexyl-1,3-thiazol-2-yl)cyclopentane-1-carboxamide C(#N)N[C@H]1[C@H](CCC1)C(=O)NC=1SC(=CN1)C1CCCCC1